6-fluoro-3-(4,4,5,5-tetramethyl-1,3,2-dioxaborolan-2-yl)pyridin-2-amine FC1=CC=C(C(=N1)N)B1OC(C(O1)(C)C)(C)C